[Br-].[Br-].CC1=C(C(=C(C1(C)[Zr+2]C1=C(CC=2C=CC3=C(C12)C=CC=C3)C)C)C)C (pentamethylcyclopentadienyl)(2-methylbenzo[e]indenyl)zirconium dibromide